COC=1C=C2C=CC(=CC2=CC1)C1=CC=CN2C1=NS(CC2)(=O)=O 9-(6-methoxynaphthalen-2-yl)-3,4-dihydropyrido[2,1-c][1,2,4]thiadiazine 2,2-dioxide